CC1=C(C(=O)P(C2=CC=C(C=C2)C)(C(C2=C(C=C(C=C2C)C)C)=O)=O)C(=CC(=C1)C)C bis(2,4,6-trimethylbenzoyl)-4-methylphenyl-phosphine oxide